4-(4-((1-methyl-1H-indol-5-yl)sulfonyl)piperazin-1-yl)phenol CN1C=CC2=CC(=CC=C12)S(=O)(=O)N1CCN(CC1)C1=CC=C(C=C1)O